1-(3,5-dimethylphenyl)-6-(isopropyldimethylsilyl)isoquinoline CC=1C=C(C=C(C1)C)C1=NC=CC2=CC(=CC=C12)[Si](C)(C)C(C)C